2-benzyl-N-(8-fluoro-3-quinolyl)-2-methyl-pent-4-enamide C(C1=CC=CC=C1)C(C(=O)NC=1C=NC2=C(C=CC=C2C1)F)(CC=C)C